COC(C1=C(C=C(C=C1CCCCC)O)O)=O methyl-2,4-dihydroxy-6-pentylbenzoate